ClC1=NC2=CC=C(C(=C2C=C1)C)N 2-chloro-5-methyl-quinolin-6-amine